CN(CCCC1=C2N(C(N1)=S)C[C@H](C2)C2=C(C(=CC=C2F)F)F)C (R)-1-(3-(dimethylamino)propyl)-6-(2,3,6-trifluorophenyl)-2,5,6,7-tetrahydro-3H-pyrrolo[1,2-c]imidazole-3-thione